2-Bromo-imidazo-[1,2-a]-pyridine BrC=1N=C2N(C=CC=C2)C1